n-docosyl dodecanoate C(CCCCCCCCCCC)(=O)OCCCCCCCCCCCCCCCCCCCCCC